3-[4-[3-[2-[2-(2-aminoethoxy)ethoxy]ethoxy]propyl]-1-oxo-isoindolin-2-yl]piperidine-2,6-dione NCCOCCOCCOCCCC1=C2CN(C(C2=CC=C1)=O)C1C(NC(CC1)=O)=O